3,5-Octandion CCC(CC(CCC)=O)=O